ClC=1C(=CC(=C(C1)N1N=C(C(=C1C)C(C)C)I)C)[N+](=O)[O-] 1-(5-chloro-2-methyl-4-nitrophenyl)-3-iodo-5-methyl-4-(propan-2-yl)-1H-pyrazole